C(C1=CC=CC=C1)OC1=C(C=C(C(=O)OC2CCCCC2)C=C1OC)Cl cyclohexyl 4-benzyloxy-3-chloro-5-methoxybenzoate